C/C(=C(/C(=O)O)\C=C)/C(=O)O methyl-vinyl-maleic acid